FC=1C=CC2=C(C(CC3N(C2=O)CC(CC3)C3=NC(=NO3)C=3NC=C(C3)C)(F)F)C1 9,11,11-trifluoro-3-[3-(4-methyl-1H-pyrrol-2-yl)-1,2,4-oxadiazol-5-yl]-1,3,4,11,12,12a-hexahydropyrido[1,2-b][2]benzazepin-6(2H)-one